C1(CC1)N1C(=NC2=C1C=C(C(=C2)F)F)C=2C(=NC=NC2)CC 1-Cyclopropyl-2-(4-ethylpyrimidin-5-yl)-5,6-difluoro-1H-benzo[d]imidazol